butyl 3-(cyanomethyl)pyrrolidine-1-carboxylate C(#N)CC1CN(CC1)C(=O)OCCCC